C1(CC1)N1[C@@H](CCC1)COC=1N=C(C2=C(N1)CN(CC2)C2=CC(=CC1=CC=CC=C21)O)N2C[C@@H](NCC2)CC#N 2-((S)-4-(2-(((S)-1-cyclopropylpyrrolidin-2-yl)methoxy)-7-(3-hydroxynaphthalen-1-yl)-5,6,7,8-tetrahydropyrido[3,4-d]pyrimidin-4-yl)piperazin-2-yl)acetonitrile